FC1=CC=C(C=C1)NC(C1=CN=CC(=C1)C(F)(F)F)=O N-(4-fluorophenyl)-5-(trifluoromethyl)nicotinamide